3-(methacryloyloxymethyl)2-phenyl-oxetane C(C(=C)C)(=O)OCC1C(OC1)C1=CC=CC=C1